CN(CC1(CN(CC1)C)C1=NOCC(O1)CN1CCCCC1)C rac-N,N-dimethyl-1-(1-methyl-3-(5-(piperidin-1-ylmethyl)-5,6-dihydro-1,4,2-dioxazin-3-yl)pyrrolidin-3-yl)methanamine